silicon carbon arsenic [As].[C].[Si]